6-chloro-3-fluoro-3',6'-dihydro-[2,4'-bipyridine]-1'(2'H)-carboxylic acid tert-butyl ester C(C)(C)(C)OC(=O)N1CCC(=CC1)C1=NC(=CC=C1F)Cl